ClC=1C=C2C(N(C(=NC2=C(C1)F)OC[C@]12CCCN2C[C@@H](C1)F)COCC[Si](C)(C)C)=O 6-chloro-8-fluoro-2-(((2R,7aS)-2-fluorotetrahydro-1H-pyrrolizin-7a(5H)-yl)methoxy)-3-((2-(trimethylsilyl)ethoxy)methyl)quinazolin-4(3H)-one